CC1=NOC2=C1C=C(C=C2)CN (3-methyl-1,2-benzoxazol-5-yl)methanamine